3-(5-Amino-2-bromo-4-fluorophenyl)-1-ethyl-7-(methylamino)-1,6-naphthyridin-2(1H)-one di-hydrochloride Cl.Cl.NC=1C(=CC(=C(C1)C=1C(N(C2=CC(=NC=C2C1)NC)CC)=O)Br)F